N-(1,5-DIMETHYL-1H-INDAZOL-7-YL)-6-(4-(TRIFLUOROMETHYL)-1H-PYRAZOL-1-YL)PYRIDINE-3-SULFONAMIDE CN1N=CC2=CC(=CC(=C12)NS(=O)(=O)C=1C=NC(=CC1)N1N=CC(=C1)C(F)(F)F)C